C(CC)OC(NC1=C(C=C(C=C1)NCC=1SC(=CC1)Cl)Cl)=O {2-Chloro-4-[(5-chloro-thiophen-2-ylmethyl)-amino]-phenyl}-carbamic acid propyl ester